ClC1=C(C=CC(=C1)Cl)N1C(=NN=C1SC)CCCO 3-(4-(2,4-dichlorophenyl)-5-(methylthio)-4H-1,2,4-triazol-3-yl)propan-1-ol